methyl ((2-hydroxy-4-methylphenyl)sulfonyl)-L-prolinate OC1=C(C=CC(=C1)C)S(=O)(=O)N1[C@@H](CCC1)C(=O)OC